O=C1NC(CCC1N1C(C2=CC=C(C=C2C1=O)OCCN1CCN(CC1)C(=O)OC(C)(C)C)=O)=O tert-butyl 4-(2-[[2-(2,6-dioxopiperidin-3-yl)-1,3-dioxoisoindol-5-yl]oxy]ethyl)piperazine-1-carboxylate